[Si](C)(C)(C(C)(C)C)OCC=1C=NN(C1C=1C=CC(=NC1)NC([C@H](C1CCCCCC1)NC(OC(C)(C)C)=O)=O)C tert-butyl (S)-(2-((5-(4-(((tert-butyldimethylsilyl)oxy)methyl)-1-methyl-1H-pyrazol-5-yl)pyridin-2-yl)amino)-1-cycloheptyl-2-oxoethyl)carbamate